NC=1SC2=C(N1)CC[C@H](C2)NC(C(=O)C2=C(C(=C(N2C)C)C(=O)NC2=CC(=C(C=C2)F)C)C)=O (R)-5-(2-((2-amino-4,5,6,7-tetrahydrobenzo[d]thiazol-6-yl)amino)-2-oxoacetyl)-N-(4-fluoro-3-methylphenyl)-1,2,4-trimethyl-1H-pyrrole-3-carboxamide